C1(CCCC1)/C=C/C=1C(=C(C=NC1C)C(=O)NC1=CC(=C(C=C1)OC1=CC=NC2=CC(=C(N=C12)OC)OC)F)O 5-[(E)-2-cyclopentylvinyl]-N-[4-[(6,7-dimethoxy-1,5-naphthyridin-4-yl)oxy]-3-fluorophenyl]-4-hydroxy-6-methylpyridine-3-carboxamide